tert-butyl N-[2-[5-methyl-4-nitro-2-(2-trimethylsilylethoxymethyl)pyrazol-3-yl]phenyl]carbamate CC=1C(=C(N(N1)COCC[Si](C)(C)C)C1=C(C=CC=C1)NC(OC(C)(C)C)=O)[N+](=O)[O-]